5-(1-methylpyrazol-4-yl)-N-[rac-(3S)-7,9-difluoro-2-oxo-1,3,4,5-tetrahydro-1-benzazepin-3-yl]-5,6,7,8-tetrahydro-[1,2,4]triazolo[1,5-a]pyridine-2-carboxamide CN1N=CC(=C1)C1CCCC=2N1N=C(N2)C(=O)N[C@@H]2C(NC1=C(CC2)C=C(C=C1F)F)=O |r|